COC(C1=C(C(=CC=C1)C1=NC(=NC=C1F)NC=1C=NN(C1)C1CC1)F)=O (2-((1-cyclopropyl-1H-pyrazol-4-yl)amino)-5-fluoropyrimidin-4-yl)-2-fluorobenzoic acid methyl ester